7,8-dibromoimidazo[2,1-f]pyrimidine BrC=1N=CN2C(C1Br)=NC=C2